3-(4-iodophenoxy)azetidine IC1=CC=C(OC2CNC2)C=C1